hydroxypropyl ethylenediamine triacetate C(C)(=O)O.C(C)(=O)O.C(C)(=O)O.OCCCNCCN